OCCCOC(CS(=O)(=O)C)=O.ClC=1C=C(N)C=C(C1C)OCC1CN(CC1)C 3-chloro-4-methyl-5-((1-methylpyrrolidin-3-yl)methoxy)aniline hydroxypropyl-methylsulfonylacetate